ClC1=C2C(NC3(C(N(CC3)CC3=CC=C(C=C3)F)=O)C2=CC=C1)=O 4-chloro-1'-(4-fluorobenzyl)spiro[isoindoline-1,3'-pyrrolidine]-2',3-dione